ClC(C(C1=CC=C(C=C1)Cl)C1=CC=C(C=C1)Cl)(Cl)Cl dichlorodiphenyltrichloroethane